(S)-1-((3-chloro-5-(7-fluoroquinolin-4-yl)pyridin-2-yl)oxy)-2,4-dimethyl-pentan-2-amine ClC=1C(=NC=C(C1)C1=CC=NC2=CC(=CC=C12)F)OC[C@](CC(C)C)(N)C